(R)-1-[(Sp)-2-(Dicyclohexyl-phosphino)ferrocenyl]ethyldi-tert-butylphosphine C1(CCCCC1)P(C=1[C-](C=CC1)[C@@H](C)P(C(C)(C)C)C(C)(C)C)C1CCCCC1.[CH-]1C=CC=C1.[Fe+2]